4-[4-(dimethylamino)-1-(4-fluorophenyl)-1-hydroxybutyl]-3-hydroxymethyl-benzonitrile hydrobromide Br.CN(CCCC(O)(C1=CC=C(C=C1)F)C1=C(C=C(C#N)C=C1)CO)C